Olean-12-en-3β-ol C[C@@]12CC[C@@]3(C(=CC[C@H]4[C@]3(CC[C@@H]5[C@@]4(CC[C@@H](C5(C)C)O)C)C)[C@@H]1CC(CC2)(C)C)C